5-((6-chloro-5-(4'-((3-(((1,3-dihydroxy-2-(hydroxymethyl)propan-2-yl)amino)methyl)azetidin-1-yl)methyl)-[1,1'-biphenyl]-4-yl)-1H-imidazo[4,5-b]pyridin-2-yl)oxy)-2-methylbenzoic acid ClC=1C=C2C(=NC1C1=CC=C(C=C1)C1=CC=C(C=C1)CN1CC(C1)CNC(CO)(CO)CO)N=C(N2)OC=2C=CC(=C(C(=O)O)C2)C